C(C1=CC=CC=C1)OCC(CO)CO 2-((benzyloxy)methyl)propane-1,3-diol